1-cyclopentyl-3-iodo-pyrazolo[3,4-D]Pyrimidin-4-amine C1(CCCC1)N1N=C(C=2C1=NC=NC2N)I